FC=1C=CC=C(C(=O)NC(CC)CC)C1 5-fluoro-N-(pentan-3-yl)benzamide